4-2-hydroxyethyl-1-piperazinyl-ethanesulfonic acid OCCN1CCN(CC1)C(C)S(=O)(=O)O